(R)-N-((4-(((R)-4-(bis(methyl-d3)amino)-1-((4-fluorophenyl)thio)butan-2-yl)amino)-3-cyano-5-fluorophenyl)sulfonyl)-2-methyltetrahydro-2H-pyran-2-carboxamide C([2H])([2H])([2H])N(CC[C@H](CSC1=CC=C(C=C1)F)NC1=C(C=C(C=C1F)S(=O)(=O)NC(=O)[C@@]1(OCCCC1)C)C#N)C([2H])([2H])[2H]